O=C1NC(CCC1N1C(N(C2=C1C=CC=C2CCCOC[C@@H]2CN(CCO2)C(=O)OC(C)(C)C)C)=O)=O tert-butyl (2S)-2-[3-[1-(2,6-dioxo-3-piperidyl)-3-methyl-2-oxo-benzimidazol-4-yl] propoxymethyl]morpholine-4-carboxylate